ClC1=CC=2C=3C=CC(=CC3N(C(N(C2N=C1)CC)=O)C1=C(C=C(C=C1F)NCCNCCC(C(=O)O)(C)C)F)C#N 4-({2-[(4-{4-chloro-13-cyano-8-ethyl-9-oxo-6,8,10-triazatricyclo[9.4.0.02,7]pentadeca-1(11),2(7),3,5,12,14-hexaen-10-yl}-3,5-difluorophenyl)amino]ethyl}amino)-2,2-dimethylbutanoic acid